ClC=1C=CC2=C([C@@H](C[C@@H](O2)C(=O)NC23CC(C2)(C3)N3N=C2C=CC(=CC2=C3)OC(F)F)O)C1 (2R,4R)-6-chloro-N-{3-[5-(difluoromethoxy)-2H-indazol-2-yl]bicyclo[1.1.1]pentan-1-yl}-4-hydroxy-3,4-dihydro-2H-1-benzopyran-2-carboxamide